F[B-](F)(F)F.F[S+](N1CCOCC1)F di-fluoro(morpholino)sulfonium tetrafluoroborate